(2E)-2-METHYL-3-(4-METHYLPHENYL)-2-PROPEN-1-OL C/C(/CO)=C\C1=CC=C(C=C1)C